methyl (S)-3-methyl-2-(2,2,7-trifluoro-3-oxo-6-(perfluorophenyl)-2,3-dihydro-4H-benzo[b][1,4]oxazin-4-yl)butanoate CC([C@@H](C(=O)OC)N1C2=C(OC(C1=O)(F)F)C=C(C(=C2)C2=C(C(=C(C(=C2F)F)F)F)F)F)C